OC1=C(C=CC(=C1)OCCCCCC)C1=NC(=NC(=N1)C1=CC=CC=C1)C1=CC=CC=C1 2-(2-hydroxy-4-hexyloxyphenyl)-4,6-diphenyl-s-triazine